4-([5-(2,5-dichlorophenyl)-1,3-oxazol-2-yl]methylsulfanyl)-6-(morpholin-4-yl)-1,3,5-triazin-2-amine ClC1=C(C=C(C=C1)Cl)C1=CN=C(O1)CSC1=NC(=NC(=N1)N1CCOCC1)N